C(CCC)C1=NN(C(=C1O)C)C Butyl-4-hydroxy-1,5-dimethyl-pyrazol